2-((7-fluorobenzo[d]thiazol-2-yl)(4-methoxyphenethyl)amino)-acetonitrile FC1=CC=CC=2N=C(SC21)N(CC#N)CCC2=CC=C(C=C2)OC